(2r,5s)-4-(bis(4-fluorophenyl)methyl)-2,5-dimethylpiperazine-1-carboxylic acid tert-butyl ester C(C)(C)(C)OC(=O)N1[C@@H](CN([C@H](C1)C)C(C1=CC=C(C=C1)F)C1=CC=C(C=C1)F)C